C1(=CC=CC=C1)CCN 2-phenylethanamine